1-(2,2-diphenyl-ethyl)isoquinoline C1(=CC=CC=C1)C(CC1=NC=CC2=CC=CC=C12)C1=CC=CC=C1